C1(CC1)CNC=1C(=C(C(=O)NC)C=CC1)F 3-[(cyclopropylmethyl)amino]-2-fluoro-N-methylbenzamide